C1(CCC1)CN(C(OC(C)(C)C)=O)[C@H]1CN(CCC1)C1=NC=C(C=C1)C1(COC1)C(NC1=NC(=CN=C1)N1CCCC1)=O tert-butyl (R)-(cyclobutylmethyl)(1-(5-(3-((6-(pyrrolidin-1-yl)pyrazin-2-yl)carbamoyl)oxetan-3-yl)pyridin-2-yl)piperidin-3-yl)carbamate